(1-hydroxy-2-naphthyl)boronic acid OC1=C(C=CC2=CC=CC=C12)B(O)O